O=C1NC(CCC1N1C(C2=CC=C(C=C2C1)N1CCC2(CC(C2)C=O)CC1)=O)=O 7-[2-(2,6-dioxo-3-piperidyl)-1-oxo-isoindolin-5-yl]-7-azaspiro[3.5]nonane-2-carbaldehyde